ethyl rac-(2S,3R,4R,5S)-3-(6-(difluoromethyl)-2-methoxypyridin-3-yl)-4,5-dimethyl-5-(trifluoromethyl)tetrahydrofuran-2-carboxylate FC(C1=CC=C(C(=N1)OC)[C@@H]1[C@H](O[C@@]([C@@H]1C)(C(F)(F)F)C)C(=O)OCC)F |r|